(2S,4R)-1-(2-(3-acetyl-6-(methylthio)-1H-indazol-1-yl)acetyl)-N-(6-bromopyridin-2-yl)-4-fluoropyrrolidine-2-carboxamide C(C)(=O)C1=NN(C2=CC(=CC=C12)SC)CC(=O)N1[C@@H](C[C@H](C1)F)C(=O)NC1=NC(=CC=C1)Br